C(CC)S(=O)(=O)ON=C1C=CC(S1)=C(C#N)C1=C(C=CC=C1)C (5-propylsulfonyloxyimino-5H-thiophen-2-ylidene)(2-methylphenyl)acetonitrile